N7-[(1R)-1-({[tert-Butyl(dimethyl)silyl]oxy}methyl)-3-methylbutyl]-5-{[1-(2-chlorophenyl)ethyl]sulfanyl}[1,3]thiazolo[4,5-d]pyrimidine-2,7-diamine [Si](C)(C)(C(C)(C)C)OC[C@@H](CC(C)C)NC=1C2=C(N=C(N1)SC(C)C1=C(C=CC=C1)Cl)N=C(S2)N